2,2-difluoro-2-(8-((1R,2R)-2-hydroxy-2-methylcyclopentyl)-2-(methylthio)-7-oxo-7,8-dihydropyrido[2,3-d]pyrimidin-6-yl)acetic acid FC(C(=O)O)(C1=CC2=C(N=C(N=C2)SC)N(C1=O)[C@H]1[C@](CCC1)(C)O)F